C1(CC1)COC1=C(C=C(C=C1)S(=O)(=O)C)C=1C=C(C(N(C1)C)=O)OC1=CC=CC=C1 5-[2-(cyclopropylmethoxy)-5-methylsulfonylphenyl]-1-methyl-3-phenoxypyridin-2-one